C1(=CC=CC=C1)C(=O)N1CCCC2=CC(=CC=C12)[C@H]1[C@@H](C1)NCC1CCNCC1 trans-phenyl-(6-(2-(piperidin-4-ylmethylamino)cyclopropyl)-3,4-dihydroquinolin-1(2H)-yl)methanone